C(#C)C=1C=CC2=C(C(=NCC=3N2C=NC3C(=O)N)C3=NC=CC=C3)C1 8-ethynyl-6-(pyridin-2-yl)-4H-benzo[f]imidazo[1,5-a][1,4]diazepine-3-carboxamide